C(C)C(CC(=O)O)CCCCCCCCCCCCCCC(=O)O 3-ethyloctadecanedioic acid